benzyl 6-[tert-butoxy(prop-2-ynyl)phosphoryl]hexanoate C(C)(C)(C)OP(=O)(CC#C)CCCCCC(=O)OCC1=CC=CC=C1